trans-cyclooctanediol C1(CCCCCCC1)(O)O